tert-butyl (endo)-5-(7-bromo-8-(2-cyanoethyl)-2-(3-(dimethylamino)-3-oxopropyl)-6-fluoro-4-(methylthio)-1H-imidazo[4,5-c]quinolin-1-yl)-2-azabicyclo[2.1.1]hexane-2-carboxylate BrC=1C(=CC=2C3=C(C(=NC2C1F)SC)N=C(N3C3C1CN(C3C1)C(=O)OC(C)(C)C)CCC(=O)N(C)C)CCC#N